C1N(CCC12CCOCC2)C(CC)=O 1-(8-oxa-2-azaspiro[4.5]decan-2-yl)propan-1-one